C(#N)C=1C=C(C=CC1OCCCC)C=1N=C(SC1)C(=O)O (3-cyano-4-n-butoxyphenyl)-2-thiazolecarboxylic acid